(R)-6-(5-amino-1-methyl-1H-1,2,3-triazol-4-yl)-4-(1-(5-fluoropyridin-2-yl)ethoxy)pyrazolo[1,5-a]pyridine-3-carbonitrile NC1=C(N=NN1C)C=1C=C(C=2N(C1)N=CC2C#N)O[C@H](C)C2=NC=C(C=C2)F